O[C@@H]1CN(CC[C@@]12NCC1=CC=CC=C1C2)C(=O)C=2N=C1N(C=C(C=C1COC)C(F)(F)F)C2 ((3R,3'R)-3'-Hydroxy-1,4-dihydro-1'H,2H-spiro-[isochinolin-3,4'-piperidin]-1'-yl)[8-(methoxymethyl)-6-(trifluoromethyl)imidazo[1,2-a]pyridin-2-yl]methanon